5-(3-chloro-2-fluoropyridin-4-yl)-3-((oxazol-2-ylmethyl)amino)-4H-benzo[e][1,2,4]thiadiazine 1,1-dioxide ClC=1C(=NC=CC1C1=CC=CC2=C1NC(=NS2(=O)=O)NCC=2OC=CN2)F